((1S)-1'-(3-iodo-1-(tetrahydro-2H-pyran-2-yl)-1H-pyrazolo[3,4-b]pyridin-6-yl)-1,3-dihydrospiro[inden-2,4'-piperidin]-1-yl)carbamic acid tert-butyl ester C(C)(C)(C)OC(N[C@@H]1C2=CC=CC=C2CC12CCN(CC2)C2=CC=C1C(=N2)N(N=C1I)C1OCCCC1)=O